C1(=CC=CC=C1)P([C-]1C=CC=C1)C1=CC=CC=C1.[C-]1(C=CC=C1)P(C1=CC=CC=C1)C1=CC=CC=C1.[Fe+2] 1,1'-bis(bisPhenylphosphino)ferrocene